(S)-N-((R)-2-(4-((3-(1-(2,2-difluoroethyl)-3-(trifluoromethyl)-1H-pyrazol-4-yl)imidazo[1,2-a]pyrazin-8-yl)amino)-2-ethylbenzamido)propyl)pyrrolidine-2-carboxamide FC(CN1N=C(C(=C1)C1=CN=C2N1C=CN=C2NC2=CC(=C(C(=O)N[C@@H](CNC(=O)[C@H]1NCCC1)C)C=C2)CC)C(F)(F)F)F